C(C)(=O)N1CCN(CC1)C=1C=CC(=NC1)C(=O)NC=1SC=C(N1)C1=C(C=CC=C1)COC 5-(4-acetylpiperazin-1-yl)-N-(4-(2-(methoxymethyl)phenyl)thiazol-2-yl)picolinamide